N1(CCNCC1)C1=CC=C2C(=N1)N=CN2 5-(piperazin-1-yl)-1h-imidazo[4,5-b]pyridine